BrC=1C=NC2=CC(=NC(=C2C1)OC1CCC(CC1)NC1=NC=C(C=N1)OC)Cl N-((1s,4s)-4-((3-Bromo-7-chloro-1,6-naphthyridin-5-yl)oxy)cyclohexyl)-5-methoxypyrimidin-2-amine